3,4,5-trimethoxy-N-(4-(7-(methylthio)2,3-dihydrothieno[3,4-b][1,4]dioxin-5-yl)phenyl)-N-(3,4,5-trimethoxyphenyl)aniline COC=1C=C(N(C2=CC(=C(C(=C2)OC)OC)OC)C2=CC=C(C=C2)C=2SC(=C3OCCOC32)SC)C=C(C1OC)OC